NC1=C(C=C(C=N1)C=1C=C(C=CC1)CCC(=O)NC1=CC(=C(C=C1)C)C(F)(F)F)C#N 3-(3-(6-amino-5-cyanopyridin-3-yl)phenyl)-N-(4-methyl-3-(trifluoromethyl)phenyl)propanamide